(S)-2-amino-N-(2-((4,11-diethyl-8-fluoro-4-hydroxy-3,14-dioxo-3,4,12,14-tetrahydro-1H-pyrano[3',4':6,7]indolizino-[1,2-b]quinolin-9-yl)oxy)ethyl)acetamide hydrochloride salt Cl.NCC(=O)NCCOC1=CC=2C(=C3C(=NC2C=C1F)C1=CC2=C(C(N1C3)=O)COC([C@]2(O)CC)=O)CC